ClC1=CC(NC2=CC(=C(C=C12)OC)OC)=O 4-chloro-6,7-dimethoxyquinolin-2(1H)-one